1-benzyl-3-(methoxymethyl)-6-nitro-3,4-dihydroquinolin-2-one C(C1=CC=CC=C1)N1C(C(CC2=CC(=CC=C12)[N+](=O)[O-])COC)=O